3-(4-ethylphenyl)propan-2-yn-1-ol C(C)C1=CC=C(C=C1)C#CCO